C(C)OC(=O)CNCCC[Si](OCC)(C)C N-(ethoxycarbonyl)methyl-3-aminopropyl-dimethyl-ethoxysilane